NCCOCCNC(C1=C(C=C(C=C1)NC=1C=2N(C=CN1)C(=CN2)C=2C(=NN(C2)CC=C(C)C)C(F)(F)F)CC)=O N-(2-(2-aminoethoxy)ethyl)-2-ethyl-4-((3-(1-(3-methylbut-2-en-1-yl)-3-(trifluoromethyl)-1H-pyrazol-4-yl)imidazo[1,2-a]pyrazin-8-yl)amino)benzamide